ClC1=C(OC2=NC(=NC=C2C(=O)NC(C)C=CS(=O)(=O)C)C2CCCC2)C=CC=C1 4-(2-chlorophenoxy)-2-cyclopentyl-N-(4-(methylsulfonyl)but-3-en-2-yl)pyrimidine-5-carboxamide